(4-(2-methylquinolin-4-yl)piperazin-1-yl)methanone CC1=NC2=CC=CC=C2C(=C1)N1CCN(CC1)C=O